CN(CCS(=O)(=O)CC1=CC=C(C=C1)NC=1N=CC2=C(N1)CNCC2)C N-(4-{[2-(dimethylamino)ethanesulfonyl]methyl}phenyl)-5H,6H,7H,8H-pyrido[3,4-d]pyrimidin-2-amine